[1-[(2-Chlorophenyl)methyl]-5-[3-(oxetan-3-yl-methoxy)phenyl]-1H-pyrazol-3-yl]methanol ClC1=C(C=CC=C1)CN1N=C(C=C1C1=CC(=CC=C1)OCC1COC1)CO